[(3S,4S)-1-[2-(3-chlorophenyl)ethyl]-4-[(4-methanesulfonylphenoxy)methyl]pyrrolidin-3-yl]methanol ClC=1C=C(C=CC1)CCN1C[C@H]([C@@H](C1)COC1=CC=C(C=C1)S(=O)(=O)C)CO